4-[[(3R,4R)-1-(2-cyanoacetyl)-4-methyl-3-piperidinyl]-methyl-amino]pyrrolo[2,3-d]pyrimidine-7-carboxylic acid 4-piperidinecarboxylate hydrochloride Cl.N1CCC(CC1)C(=O)O.C(#N)CC(=O)N1C[C@@H]([C@@H](CC1)C)N(C=1C2=C(N=CN1)N(C=C2)C(=O)O)C